2-(2,4-dimethoxybenzyl)-7-(methoxymethyl)-4-(o-tolyl)isoquinolin-1(2H)-one COC1=C(CN2C(C3=CC(=CC=C3C(=C2)C2=C(C=CC=C2)C)COC)=O)C=CC(=C1)OC